t-butyl (2,5-dimethyl-3-(4,4,5,5-tetramethyl-1,3,2-dioxaborolane-2-yl)phenyl)carbamate CC1=C(C=C(C=C1B1OC(C(O1)(C)C)(C)C)C)NC(OC(C)(C)C)=O